2-amino-1,8-Dihydroxy-naphthalene NC1=C(C2=C(C=CC=C2C=C1)O)O